4-(1,3-dioxoisoindolin-2-yl)butane-2-sulfonamide O=C1N(C(C2=CC=CC=C12)=O)CCC(C)S(=O)(=O)N